ClC1=C(N(N=C1)C)C=1C=C(C=CC1OC)NC(=O)NC1=CC(=C(C=C1)F)F 1-[3-(4-Chloro-2-methyl-2H-pyrazol-3-yl)-4-methoxy-phenyl]-3-(3,4-difluoro-phenyl)-urea